C(C1=CC=CC=C1)(=O)N=S(=O)(C)C[C@H]1[C@@H](N(C1)C(=O)OC(C)(C)C)C rac-(trans)-tert-butyl 3-((N-benzoyl-S-methylsulfonimidoyl)methyl)-2-methylazetidine-1-carboxylate